tert-butyl (S)-(1-(4-aminobenzoyl)pyrrolidin-3-yl)(isopropyl)carbamate NC1=CC=C(C(=O)N2C[C@H](CC2)N(C(OC(C)(C)C)=O)C(C)C)C=C1